C1(=C(C=CC=C1)N(C1=CC=2C3(C4=CC=CC=C4C2C=C1)C1=CC=CC=C1C=1C=CC=CC13)C1=CC=3C(C2=CC=CC=C2C3C=C1)(C)C)C1=CC=CC=C1 N-((1,1'-biphenyl)-2-yl)-N-(9,9-dimethyl-9H-fluoren-2-yl)-9,9'-spirobi[fluoren]-2-amine